2,7-dibromoanthracene-9,10-dione BrC1=CC=2C(C3=CC(=CC=C3C(C2C=C1)=O)Br)=O